N1N=NC2=C1C=C(C=C2)C(=O)N2CC1=C(CCC2)N(N=C1)C 1H-Benzotriazol-6-yl(4,6,7,8-tetrahydro-1-methylpyrazolo[4,3-c]azepin-5(1H)-yl)methanone